C(\C=C\C)NC(C(=O)O)C 2-[(2E)-BUT-2-EN-1-YLAMINO]PROPANOIC ACID